tert-butyl 7-[8-({8-fluoro-2-methylimidazo[1,2-a]pyridin-6-yl}carbamoyl)quinoxalin-5-yl]-4,7-diazaspiro[2.5]octane-4-carboxylate FC=1C=2N(C=C(C1)NC(=O)C=1C=CC(=C3N=CC=NC13)N1CCN(C3(CC3)C1)C(=O)OC(C)(C)C)C=C(N2)C